([1-(L-alanyl-L-alanyl)azetidin-3-yl]oxy)-4,4-dihydroxy-5-oxa-4-boranuidabicyclo[4.4.0]deca-1(6),7,9-triene-7-carboxylic acid N[C@@H](C)C(=O)N[C@@H](C)C(=O)N1CC(C1)OC1C=2C=CC=C(C2O[B-](C1)(O)O)C(=O)O